methyl N-[5-({4-[(2S)-2-[(8-{1-[2-(dimethylamino)ethyl]-1H-pyrazol-4-yl}quinazolin-4-yl)amino]propyl]piperazin-1-yl}sulfonyl)-4-methyl-1,3-thiazol-2-yl]carbamate CN(CCN1N=CC(=C1)C=1C=CC=C2C(=NC=NC12)N[C@H](CN1CCN(CC1)S(=O)(=O)C1=C(N=C(S1)NC(OC)=O)C)C)C